OC1=C(C=CC(=C1)SC)C(C(C)C)=O 1-(2-hydroxy-4-(methylthio)phenyl)-2-methylpropan-1-one